C12CC3CCC2CCC3C1 tricyclo[4.4.0.03,9]decane